FC=1C=C(C=CC1)NS(=O)(=O)C1CCS(CC1)(=O)=O N-(3-fluorophenyl)tetrahydro-2H-thiopyran-4-sulfonamide 1,1-dioxide